4-(methoxymethoxy)benzoic acid COCOC1=CC=C(C(=O)O)C=C1